(2,2-difluorospiro[3.3]heptan-6-yl)methanol FC1(CC2(C1)CC(C2)CO)F